C1(CC1)C1=NC=NC(=C1C1=NC=2N(C(C=NC2C=N1)=O)CC1=CC=C(C=C1)C=1N(C=C(N1)C(F)(F)F)C)OC 2-(4-cyclopropyl-6-methoxypyrimidin-5-yl)-8-({4-[1-methyl-4-(trifluoromethyl)imidazol-2-yl]phenyl}methyl)pteridin-7-one